C(#N)[C@@H]1N(CCC1)C(=O)C1=NN(C=2N(C([C@H]([C@H](C21)C2=CC=C(C=C2)F)NC(C2=CC(=CC=C2)C(F)(F)F)=O)=O)CC)C2=CC(=CC=C2)O N-((4S,5S)-3-((R)-2-cyanopyrrolidine-1-carbonyl)-7-ethyl-4-(4-fluorophenyl)-1-(3-hydroxyphenyl)-6-oxo-4,5,6,7-tetrahydro-1H-pyrazolo[3,4-b]pyridin-5-yl)-3-(trifluoromethyl)benzamide